(R)-2-(methoxymethyl)piperidine COC[C@@H]1NCCCC1